2-(1-methyl-1H-pyrazol-4-yl)-4-[(3R)-3-methyl-4-(spiro[2.4]hept-1-ylcarbonyl)piperazin-1-yl]pyrimidine-5-carbonitrile CN1N=CC(=C1)C1=NC=C(C(=N1)N1C[C@H](N(CC1)C(=O)C1CC12CCCC2)C)C#N